3-(α,α-dimethylbenzyl)salicylic acid CC(C1=CC=CC=C1)(C)C1=C(C(C(=O)O)=CC=C1)O